ClC=1C(=CC(=NC1C1=CC=C(C=C1)F)C(CNC(=O)C=1C=C2C=C(N=NC2=C(C1)OC)C(F)F)(O)C1CC1)C(C)(C)O N-{(-)-2-[5-chloro-6-(4-fluorophenyl)-4-(2-hydroxypropan-2-yl)pyridin-2-yl]-2-cyclopropyl-2-hydroxyEthyl}-3-(difluoromethyl)-8-methoxycinnoline-6-carboxamide